4-[4-(1-benzothien-2-yl)-4-hydroxypiperidin-1-yl]-1-methyl-2-oxo-1,2-dihydroquinoline-3-carbonitrile S1C(=CC2=C1C=CC=C2)C2(CCN(CC2)C2=C(C(N(C1=CC=CC=C21)C)=O)C#N)O